N1CC(CC1)N1CCN(CC1)C(=O)OC(C)(C)C tert-butyl 4-pyrrolidin-3-ylpiperazine-1-carboxylate